C(C1=CC=CC=C1)OP(=O)(OCC1=CC=CC=C1)OC1=C(C=CC=C1)CC(=O)O[C@@H]1C2(CCC(C1)(CC2)NC(COC2=CC(=C(C=C2)Cl)F)=O)NC(COC2=CC(=C(C=C2)Cl)F)=O (2S)-1,4-bis[2-(4-chloro-3-fluorophenoxy)acetamido]bicyclo[2.2.2]octan-2-yl (2-{[bis(benzyloxy)phosphoryl]oxy}phenyl)acetate